N-[4-(2,5-dihydrofuran-3-yl)-7-methoxy-1H-1,3-benzodiazol-2-yl]-2-methyl-1,3-oxazole-5-carboxamide O1CC(=CC1)C1=CC=C(C=2NC(=NC21)NC(=O)C2=CN=C(O2)C)OC